tert-butyl 4-(prop-2-ynyl)piperidine-1-carboxylate C(C#C)C1CCN(CC1)C(=O)OC(C)(C)C